1,2-di(docosahexenoyl)-sn-glycero-3-phosphoethanolamine C(C=CC=CC=CC=CC=CC=CCCCCCCCCC)(=O)OC[C@@H](OC(C=CC=CC=CC=CC=CC=CCCCCCCCCC)=O)COP(=O)(O)OCCN